tert-butyl (S)-(6-bromo-7-fluoro-2,3-dihydrobenzofuran-3-yl)(methyl)carbamate BrC1=C(C2=C([C@@H](CO2)N(C(OC(C)(C)C)=O)C)C=C1)F